oxalic acid menthyl-ethyl amide C1(CC(C(CC1)C(C)C)N(C(C(=O)O)=O)CC)C